C(C)(=O)C1=C(C=NNC1=O)N[C@H](CCCN1C(C2=CC(=C(C=C2C=C1)C1=NC=C(C=N1)C(F)(F)F)F)=O)C (S)-2-(4-((5-acetyl-6-oxo-1,6-dihydropyridazin-4-yl)amino)pentyl)-7-fluoro-6-(5-(trifluoromethyl)pyrimidin-2-yl)isoquinolin-1(2H)-one